((3-hydroxypropyl)azanediyl)bis(heptane-7,1-diyl)(2E,2'E)-bis(3-butyldec-2-enoate) OCCCN(CCCCCCC/C(/C(=O)[O-])=C(\CCCCCCC)/CCCC)CCCCCCC/C(/C(=O)[O-])=C(\CCCCCCC)/CCCC